OC1=C(C=CC=C1)C=1OC2=C(N1)C(=CC=C2)[Zn]C2=CC=CC1=C2N=C(O1)C1=C(C=CC=C1)O bis[2-(2-hydroxyphenyl)benzoxazolyl]Zinc